FC(C(=O)O)(F)F.NCCN(C1=C(C=C(C=C1)NC1=NC=2N(C(=N1)NC1CC1)N=CC2C#N)C[S@](=O)C)C |r| (±)-2-((4-((2-aminoethyl)(methyl)amino)-3-((methylsulfinyl)methyl)phenyl)amino)-4-(cyclopropylamino)pyrazolo[1,5-a][1,3,5]triazine-8-carbonitrile monotrifluoroacetic acid salt